C1(=CC=CC=C1)C(C(=O)OC(CC(OC(C1=CC=CC=C1)=O)C1=CC2=CC=CC=C2C=C1)C(F)(F)F)=O 4,4,4-trifluoro-1-(2-naphthyl)-1,3-butanediol benzoate phenylglyoxylate